(6,6-dioxo-6lambda6-thia-2,5-diazaspiro[3.4]octan-2-yl)-[6-[[3-fluoro-5-(trifluoromethylsulfonimidoyl)phenyl]methyl]-2-azaspiro[3.3]heptan-2-yl]methanone O=S1(NC2(CN(C2)C(=O)N2CC3(C2)CC(C3)CC3=CC(=CC(=C3)S(=O)(=N)C(F)(F)F)F)CC1)=O